9-beta-D-ribofuranosyl-guanine [C@@H]1([C@H](O)[C@H](O)[C@H](O1)CO)N1C=2N=C(NC(C2N=C1)=O)N